5-(trifluoromethyl)pyrazolo[1,5-a]pyrimidine-2-carboxylic acid methyl ester COC(=O)C1=NN2C(N=C(C=C2)C(F)(F)F)=C1